D-2,3-diaminopropionic acid N[C@@H](C(=O)O)CN